(S)-5-{4-[4-(6-fluorobenzo[d]isoxazol-3-yl)piperidine-1-carbonyl]phenyl}-5-fluoromethylimidazolidine-2,4-dione FC1=CC2=C(C(=NO2)C2CCN(CC2)C(=O)C2=CC=C(C=C2)[C@]2(C(NC(N2)=O)=O)CF)C=C1